3-FLUORO-DL-NORLEUCINE FC([C@H](N)C(=O)O)CCC |r|